4-[[4-(Trifluoromethyl)phenyl]methyl]piperidine hydrochloride Cl.FC(C1=CC=C(C=C1)CC1CCNCC1)(F)F